CS(=O)(=O)C1=CC=C(C=C1)CC1CC2(CNC2)C1 6-[(4-methylsulfonylphenyl)methyl]-2-azaspiro[3.3]-heptane